C(C)(=O)C1=NN(C2=CC=C(C=C12)C=1C=NC(=NC1)CO)CC(=O)N1[C@@H]([C@@H]2C[C@@H]2C1)C(=O)NC1=NC(=CC=C1C)Br (1R,2S,5S)-3-(2-(3-acetyl-5-(2-(hydroxymethyl)pyrimidin-5-yl)-1H-indazol-1-yl)acetyl)-N-(6-bromo-3-methylpyridin-2-yl)-3-azabicyclo[3.1.0]hexane-2-carboxamide